3-AMINOINDAZOLE NC1=NNC2=CC=CC=C12